ClC1=C(C=C(CNC(C(C)C)=O)C=C1)C=1NC(C=C(N1)C=1C=NC(=CC1)OCC1=NC=CC=C1)=O N-(4-chloro-3-{6-oxo-4-[6-(pyridin-2-ylmethoxy)pyridin-3-yl]-1,6-dihydropyrimidin-2-yl}benzyl)isobutyramide